[Cl-].[Cl-].ClC1=CC=C(C2=CC=CC=C12)C(=[Zr+2](C1=C(C(=CC=2C3=CC(=C(C=C3CC12)C)C(C)(C)C)C(C)(C)C)C)C1C=CC=C1)C1=CC=C(C2=CC=CC=C12)Cl di-(4-chloronaphthyl)methylene(cyclopentadienyl)(2,7-dimethyl-3,6-di-tert-butylfluorenyl)zirconium dichloride